N,N-diphenyl-fumaric acid amide C1(=CC=CC=C1)N(C(\C=C\C(=O)O)=O)C1=CC=CC=C1